2-oxo-valerate O=C(C(=O)[O-])CCC